6-cyclopropyl-1,2,4-triazin-3-amine C1(CC1)C1=CN=C(N=N1)N